BrC=1C=2N(C=C(N1)Cl)C(=CN2)C(C)C 8-bromo-6-chloro-3-isopropylimidazo[1,2-a]pyrazine